(Z)-N'-(6,7-dihydroquinolin-8(5H)-ylidene)-6-(quinolin-2-yl)-2,6-diazaspiro[3.3]heptane-2-thiohydrazide N1=CC=CC=2CCC/C(/C12)=N/NC(=S)N1CC2(C1)CN(C2)C2=NC1=CC=CC=C1C=C2